C(#N)C1CC(C1)C1=NN(C2=C1C=NC(=C2)NC(=O)NCC2=CC=C(C=C2)OC)C2=NC(=CC(=C2)C)[C@]2(COCC2)OC (R)-1-(3-(3-cyanocyclobutyl)-1-(6-(3-methoxytetrahydrofuran-3-yl)-4-methylpyridin-2-yl)-1H-pyrazolo[4,3-c]pyridin-6-yl)-3-(4-methoxybenzyl)urea